(S)-3-(1H-benzo[d]imidazol-5-yl)-4-(4-(3,3-difluorobutoxy)-2,3-difluorophenyl)-oxazolidin-2-one N1C=NC2=C1C=CC(=C2)N2C(OC[C@@H]2C2=C(C(=C(C=C2)OCCC(C)(F)F)F)F)=O